C1(=CC=CC=C1)N(C1=CC=C(C=C1)C(=C(C1=CC=CC=C1)C1=CC=CC=C1)C1=CC=CC=C1)C1=CC=C(C=C1)C(=C(C1=CC=CC=C1)C1=CC=CC=C1)C1=CC=CC=C1 N-phenyl-4-(1,2,2-triphenylvinyl)-N-(4-(1,2,2-triphenylvinyl)phenyl)aniline